CN1[C@@H](CCC1)C(C(=O)O)=C ((2S)-1-methylpyrrolidin-2-yl)prop-2-enoic acid